Carvacryl Eugenyloxyacetate C1(=C(OC)C=C(CC=C)C=C1)OCC(=O)OC1=CC(C(C)C)=CC=C1C